NC1=C(C(N(C2=NC(=CC=C12)C(F)(F)F)C1=C(C(=CC=C1)F)Cl)=O)C(=O)OC methyl 4-amino-1-(2-chloro-3-fluorophenyl)-2-oxo-7-(trifluoromethyl)-1,2-dihydro-1,8-naphthyridine-3-carboxylate